tert-butyl (2,2-difluoroethyl)carbamate FC(CNC(OC(C)(C)C)=O)F